FC=1C=C(C=CC1N1CCC2(OCCO2)CC1)N1C(NC(CC1)=O)=O 1-(3-fluoro-4-(1,4-dioxa-8-azaspiro[4.5]decan-8-yl)phenyl)dihydropyrimidine-2,4(1H,3H)-dione